rac-3-(isoquinolin-4-yl)-1-(4-methoxybenzyl)-6-(4,4,5,5-tetramethyl-1,3,2-dioxaborolan-2-yl)quinazoline-2,4(1H,3H)-dione C1=NC=C(C2=CC=CC=C12)N1C(N(C2=CC=C(C=C2C1=O)B1OC(C(O1)(C)C)(C)C)CC1=CC=C(C=C1)OC)=O